N-Isobutyl-6-(6-(4-methoxypyridin-3-yl)-4-methyl-1H-pyrazolo[4,3-c]pyridin-1-yl)-4-((2R,3S)-2-methyl-3-((methylsulfonyl)methyl)azetidin-1-yl)pyridin-2-amine C(C(C)C)NC1=NC(=CC(=C1)N1[C@@H]([C@H](C1)CS(=O)(=O)C)C)N1N=CC=2C(=NC(=CC21)C=2C=NC=CC2OC)C